C(C1=CC=CC=C1)NC1=C2N=CN(C2=NC(=N1)C=1C=NC=C(C1)NC)[C@H]1[C@@H]([C@@H]([C@H](O1)C(=O)NC)O)O (2s,3s,4r,5r)-5-(6-(benzylamino)-2-(5-(methylamino)pyridin-3-yl)-9H-purin-9-yl)-3,4-dihydroxy-N-methyltetrahydrofuran-2-carboxamide